3-hydroxy-5,5,8,8-tetramethyl-5,6,7,8-tetrahydronaphthalene-2-carboxylic acid OC=1C(=CC=2C(CCC(C2C1)(C)C)(C)C)C(=O)O